tert-butyl (4-(((S)-1-((2S,4R)-4-hydroxy-2-(((S)-1-(4-(4-methylthiazol-5-yl)phenyl)ethyl)carbamoyl)pyrrolidin-1-yl)-3,3-dimethyl-1-oxobutan-2-yl)amino)-4-oxobutyl)(methyl)carbamate O[C@@H]1C[C@H](N(C1)C([C@H](C(C)(C)C)NC(CCCN(C(OC(C)(C)C)=O)C)=O)=O)C(N[C@@H](C)C1=CC=C(C=C1)C1=C(N=CS1)C)=O